BrC1=C(C(=CC=2NC=NC21)F)OC=2C=CC(=C(C#N)C2)F 5-((4-bromo-6-fluoro-1H-benzo[d]imidazol-5-yl)oxy)-2-fluorobenzonitrile